C[C@@H]1OC[C@H]1C(=O)NC1=CNC2=CC=C(C=C12)O[C@@H]1C[C@H](C1)C1=CC=C(C=C1)C(F)(F)F (2S,3R)-2-methyl-N-(5-(trans-3-(4-(trifluoromethyl)phenyl)cyclobutoxy)-1H-indol-3-yl)oxetane-3-carboxamide